IC1=C2C(=[N+](C=C1C(=O)OC)[O-])NC=C2 4-iodo-5-(methoxycarbonyl)-1H-pyrrolo[2,3-b]pyridine 7-oxide